8-fluoro-2-tetrahydrofuran-3-yl-6-vinyl-quinoline FC=1C=C(C=C2C=CC(=NC12)C1COCC1)C=C